3,4-di[tert-butyldimethylsilyloxy]benzene sodium propionate C(CC)(=O)[O-].[Na+].[Si](C)(C)(C(C)(C)C)OC=1C=CC=CC1O[Si](C)(C)C(C)(C)C